ClC1=C(C(NC(N1C)=O)=O)[N+](=O)[O-] 6-chloro-1-methyl-5-nitropyrimidine-2,4(1H,3H)-dione